(2-pyrimidinyl)-5-methylbenzoic acid N1=C(N=CC=C1)C1=C(C(=O)O)C=C(C=C1)C